2-amino-5,7-dimethyl-1H-indole-3-carbonitrile NC=1NC2=C(C=C(C=C2C1C#N)C)C